8-bromo-2,3,4,5-tetrahydro-1H-benzo[C]Azepin-1-one BrC=1C=CC2=C(C(NCCC2)=O)C1